N1CC(C1)N1CCN(CC1)S(=O)(=O)NC1=C(C=C(C=C1)Cl)C=1NC2=C(C(=CN1)C(F)(F)F)C=C(C=C2)Cl 4-(azetidin-3-yl)-N-(4-chloro-2-(7-chloro-5-(trifluoromethyl)-1H-1,3-benzodiazepine-2-yl)phenyl)piperazine-1-sulfonamide